3-(7-(4-(trifluoromethyl)-phenoxy)-1,2,3,4-tetra-hydroisoquinoline-2-carbonyl)azetidine-1-sulfonamide FC(C1=CC=C(OC2=CC=C3CCN(CC3=C2)C(=O)C2CN(C2)S(=O)(=O)N)C=C1)(F)F